O[C@@H](CNC(NC1CCC(CC1)NS(=O)(=O)C1=CC(=C(C=C1)Cl)COC1(CC1)C=1C=NC=CC1C1=C(C=CC=C1)OC1CC1)=O)[C@H]([C@@H]([C@@H](CO)O)O)O 3-[(2S,3R,4R,5R)-2,3,4,5,6-pentahydroxyhexyl]-1-[(1r,4r)-4-[4-chloro-3-({1-[4-(2-cyclopropoxyphenyl)pyridin-3-yl]cyclopropoxy}methyl)benzenesulfonamido]cyclohexyl]urea